NC=1N2C(C=3N(C(N(C3N1)CCN1CCN(CC1)C1=CC=C(C=C1)OCCOC)=O)C(C)C)=NC(=N2)C=2OC=CC2 5-Amino-8-furan-2-yl-1-isopropyl-3-(2-{4-[4-(2-methoxy-ethoxy)-phenyl]-piperazin-1-yl}-ethyl)-1,3-dihydro-[1,2,4]triazolo[5,1-i]purin-2-one